methyl 2-(3-{6-[5-cyclobutyl-3-(2-hydroxyphenyl) pyrrolo[3,2-c]pyridazin-6-yl]-2-azaspiro[3.3]heptan-2-yl}-1,2-oxazol-5-yl)-3-methylbutanoate C1(CCC1)N1C(=CC=2N=NC(=CC21)C2=C(C=CC=C2)O)C2CC1(CN(C1)C1=NOC(=C1)C(C(=O)OC)C(C)C)C2